ethyl 2-(7-cyano-5-isopropylthieno[3,2-b]pyridin-2-yl)-4-methylthiazole-5-carboxylate C(#N)C1=C2C(=NC(=C1)C(C)C)C=C(S2)C=2SC(=C(N2)C)C(=O)OCC